C(C)OC(=O)C=1C=NC2=CC(=C(C=C2C1Cl)OC)OC 4-chloro-6,7-dimethoxyquinoline-3-carboxylic acid ethyl ester